FC1(CN(C1)C1=NC(=CC=C1C1CC2(CC(C2)(F)F)CCN1CC1=C2C=CN(C2=C(C=C1OC)C)C(=O)OC(C)(C)C)C(=O)OC)F tert-Butyl 4-((6-(2-(3,3-difluoroazetidin-1-yl)-6-(methoxycarbonyl) pyridin-3-yl)-2,2-difluoro-7-azaspiro[3.5]nonan-7-yl)methyl)-5-methoxy-7-methylindole-1-carboxylate